4-((R)-1-(2-((3R,4S)-3-amino-4-fluoropiperidin-1-yl)-1H-benzo[d]imidazol-1-yl)ethyl)benzonitrile hydrochloride Cl.N[C@@H]1CN(CC[C@@H]1F)C1=NC2=C(N1[C@H](C)C1=CC=C(C#N)C=C1)C=CC=C2